CN(C)CC1=CC=2C3=C(N(C2C=C1)CC(F)(F)F)C(=NC(=N3)CC(=O)OC)OC methyl 2-[8-[(dimethylamino)methyl]-4-methoxy-5-(2,2,2-trifluoroethyl)pyrimido[5,4-b]indol-2-yl]acetate